NC=1C2=C(N=CN1)N(C=C2)[C@@H]2O[C@@H]([C@H]([C@H]2O)O)[C@@H]2OC[C@@H](C1=CC(=CC=C21)Cl)F (2R,3R,4S,5S)-2-(4-amino-7H-pyrrolo[2,3-d]pyrimidin-7-yl)-5-((1R,4R)-6-chloro-4-fluoroisochroman-1-yl)tetrahydrofuran-3,4-diol